5-(3-(trifluoromethyl)phenyl)-1,3,4-oxadiazol-2-amine FC(C=1C=C(C=CC1)C1=NN=C(O1)N)(F)F